C1=CC=CC=2CCN3C(C12)C(C=1C=CC=CC13)(C#N)C#N 5,12a-dihydroindolo[2,1-a]isoquinoline-12,12(6H)-dicarbonitrile